FC(C(CCS(=O)(=O)C)C=1C=CC(=NC1)N1N=CC(=C1)C1=C(C(=NC=C1)N)N)(F)F 4-(1-(5-(1,1,1-trifluoro-4-(methylsulfonyl)butan-2-yl)pyridin-2-yl)-1H-pyrazol-4-yl)pyridine-2,3-diamine